5,7-dimethyl-4-oxo-N-(1-(2,2,2-trifluoroethyl)-1H-pyrazol-5-yl)-4,5-dihydrothieno[3,2-c]pyridine-3-carboxamide CN1C(C2=C(C(=C1)C)SC=C2C(=O)NC2=CC=NN2CC(F)(F)F)=O